tetradecandi-oic acid C(CCCCCCCCCCCCC(=O)O)(=O)O